7-methoxy-6-hydroxy-coumarin COC1=C(C=C2C=CC(OC2=C1)=O)O